4-(pyridine-4-yl)phenol N1=CC=C(C=C1)C1=CC=C(C=C1)O